tri(isopropyl-cyclopentadienyl)lanthanum (III) C(C)(C)C1(C=CC=C1)[La](C1(C=CC=C1)C(C)C)C1(C=CC=C1)C(C)C